C(C)(=O)O.FC=1C=C(C=C(C1)F)[C@H]1CC[C@H](CC1)OC[C@@H]1NCCC[C@@H]1NS(=O)(=O)C N-(cis-2-(((cis-4-(3,5-difluorophenyl)cyclohexyl)oxy)-methyl)piperidin-3-yl)methanesulfonamide acetate